bis(1-undecyloxy-2,2,6,6-tetramethylpiperidin-4-yl)-carbonate C(CCCCCCCCCC)ON1C(CC(CC1(C)C)OC(OC1CC(N(C(C1)(C)C)OCCCCCCCCCCC)(C)C)=O)(C)C